COC(=O)C1(C(OC2=CC=CC=C2C1=O)C1=CC=CC=C1)CC=C=CC1=C(C=CC=C1)C (-)-Methyl-4-oxo-2-phenyl-3-(4-(o-tolyl)buta-2,3-dien-1-yl)chromane-3-carboxylate